CN(CN1N=NC2=C1C=CC=C2)C2=CC=CC=C2 N-methyl-N-phenyl-1H-benzotriazole-1-methanamine